CNC(=O)C=1C=CC(=C2C=CC=NC12)NC1CCN(CC1)CC(N1[C@@H](CCC1)C#N)=O N-methyl-5-[[1-[2-oxo-2-[(2S)-2-cyanopyrrolidin-1-yl]ethyl]-4-piperidyl]amino]quinoline-8-carboxamide